4-hydroxy-6-methyl-5-(5-propan-2-ylfuran-2-yl)pyridine-3-carboxamide OC1=C(C=NC(=C1C=1OC(=CC1)C(C)C)C)C(=O)N